6-(cyclopropyloxy)-3-fluoro-2-(4-iodo-2-methylpyrazol-3-yl)-4-(tetrahydro-1H-pyrrol-1-yl)benzene-1-carbonitrile C1(CC1)OC1=CC(=C(C(=C1C#N)C=1N(N=CC1I)C)F)N1CCCC1